N1(N=CC=C1)C1=CC=C(C=C1)C=1C[C@@H]2N(C(C3=C(NC2)C=C(C(=C3)OC)OCCCCCBr)=O)C1 (S)-2-(4-(1H-Pyrazol-1-yl)phenyl)-8-((5-bromopentyl)oxy)-7-methoxy-1,10,11,11a-tetrahydro-5H-benzo[e]pyrrolo[1,2-a][1,4]diazepin-5-one